methoxyphenethylamine iodide [I-].CONCCC1=CC=CC=C1